N-((1S)-1-(6-((4,5-dichloro-2,3-dihydro-1H-inden-2-yl)amino)pyridin-3-yl)-2,2,2-trifluoroethyl)-N-methyltetrahydro-2H-thiopyran-4-carboxamide 1,1-dioxide ClC1=C2CC(CC2=CC=C1Cl)NC1=CC=C(C=N1)[C@@H](C(F)(F)F)N(C(=O)C1CCS(CC1)(=O)=O)C